N-benzyl-4-methoxypicolinamide C(C1=CC=CC=C1)NC(C1=NC=CC(=C1)OC)=O